2-(4-(2-((4-(Bis(2-hydroxytetradecyl)amino)butyl)disulfaneyl)ethyl)piperazin-1-yl)ethyl 4-(bis(2-hydroxydecyl)amino)butanoate OC(CN(CCCC(=O)OCCN1CCN(CC1)CCSSCCCCN(CC(CCCCCCCCCCCC)O)CC(CCCCCCCCCCCC)O)CC(CCCCCCCC)O)CCCCCCCC